4-Bromo-3,5-difluoroaniline BrC1=C(C=C(N)C=C1F)F